C(C1=CC=CC=C1)C(C(=O)OCC)C1CN(CCO1)C(=O)OC(C)(C)C tert-Butyl 2-[1-benzyl-2-ethoxy-2-oxo-ethyl]morpholine-4-carboxylate